ethyl 3-(1,1-difluoroethyl)-4-methyl-1-((3-(trifluoromethyl)bicyclo[1.1.1]pentan-1-yl)methyl)-1H-pyrazole-5-carboxylate FC(C)(F)C1=NN(C(=C1C)C(=O)OCC)CC12CC(C1)(C2)C(F)(F)F